C1(CCCCC1)C1=C(N=C(S1)N1C([C@@H]2N(CCN(C2)C#N)CC1)=O)C(F)(F)F (R)-8-(5-cyclohexyl-4-(trifluoromethyl)thiazol-2-yl)-9-oxooctahydro-2H-pyrazino[1,2-a]pyrazine-2-carbonitrile